tert-butyl 3-(4-((4-methoxybenzyl)amino)butyl)piperidine-1-carboxylate COC1=CC=C(CNCCCCC2CN(CCC2)C(=O)OC(C)(C)C)C=C1